benzyl (((1S,6R,7R)-7-(2-fluorophenyl)-3-(5-iodopyrazin-2-yl)-3-azabicyclo[4.1.0]heptan-7-yl)methyl)carbamate FC1=C(C=CC=C1)[C@]1([C@@H]2CCN(C[C@H]12)C1=NC=C(N=C1)I)CNC(OCC1=CC=CC=C1)=O